C1(C=CC(N1C1C(C(=O)NC1=O)(S(=O)(=O)O)C(C1=CC=CC=C1)=O)=O)=O maleimidobenzoyl-sulfosuccinimide